N-(3-((7-((2-(2,6-dioxopiperidin-3-yl)-1,3-dioxoisoindolin-4-yl)amino)heptyl)amino)propoxy)-3,4-difluoro-2-((2-fluoro-4-iodophenyl)amino)benzamide O=C1NC(CCC1N1C(C2=CC=CC(=C2C1=O)NCCCCCCCNCCCONC(C1=C(C(=C(C=C1)F)F)NC1=C(C=C(C=C1)I)F)=O)=O)=O